di(4-methoxyphenyl)methyl-amine COC1=CC=C(C=C1)C(C1=CC=C(C=C1)OC)N